N-(6-(6-(1-methyl-1H-pyrazol-4-yl)imidazo[1,2-b]pyridazin-3-yl)pyridin-2-yl)-6-azaspiro[3.4]octan-2-amine CN1N=CC(=C1)C=1C=CC=2N(N1)C(=CN2)C2=CC=CC(=N2)NC2CC1(C2)CNCC1